Cl.ClC=1C=C(C(=C(C1)O)C1=CC2=C(N=N1)N(C=C2)CC2CC1(CN(C1)C)C2)C 5-Chloro-3-methyl-2-[7-({2-methyl-2-azaspiro[3.3]heptan-6-yl}methyl)-7H-pyrrolo[2,3-c]pyridazin-3-yl]phenol hydrochloride